N=1N=C(NC1)C1=CC=C(C=C1)C[C@@H](C(=O)O)NC(=O)OCC1C2=CC=CC=C2C=2C=CC=CC12 (S)-3-(4-(4H-1,2,4-triazol-3-yl)phenyl)-2-((((9H-fluoren-9-yl)methoxy)carbonyl)amino)propanoic acid